N-(4-(N,N-bis(4-methoxybenzyl)sulfamoyl)-1-(cyclopropylmethyl)-1H-indazol-6-yl)-2-(2-chlorophenyl)acetamide COC1=CC=C(CN(S(=O)(=O)C2=C3C=NN(C3=CC(=C2)NC(CC2=C(C=CC=C2)Cl)=O)CC2CC2)CC2=CC=C(C=C2)OC)C=C1